(2R)-2-[(4-methoxyphenyl)methyl]-3,3-dimethylpiperidin-4-one COC1=CC=C(C=C1)C[C@H]1NCCC(C1(C)C)=O